C(C)N(CC)C1=CC=C2C=C(COC2=C1)C=O 7-(N,N-diethylamino)-2H-chromene-3-aldehyde